2-Amino-N-[2,4-difluoro-5-[(5-propan-2-yloxypyridin-2-yl)carbamoyl]phenyl]-1,3-thiazole-5-carboxamide NC=1SC(=CN1)C(=O)NC1=C(C=C(C(=C1)C(NC1=NC=C(C=C1)OC(C)C)=O)F)F